N1=C2N(C(=C1)C=1C=C(C=CC1OC1=CC=C(C=C1)C(F)(F)F)S(=O)(=O)NC)CCC2 3-(6,7-dihydro-5H-pyrrolo[1,2-a]imidazol-3-yl)-N-methyl-4-[4-(trifluoromethyl)phenoxy]benzene-1-sulfonamide